ClC1=C(N=C2C=C(NC2=C1)O[C@@H]1CO[C@@H]2[C@@H](CO[C@H]12)O)C=1C(=NC(=CC1)N(C)C)OC (1R,4R,5R,8R)-8-{6-chloro-5-[6-(dimethylamino)-2-methoxy-3-pyridyl]-1H-1,4-diazainden-2-yloxy}-2,6-dioxabicyclo[3.3.0]octan-4-ol